OC=1C(=C(C(=CC1)C)C1=CC2=C(C=3N=CC=NC13)C=C(N=C2)NC(=O)C2CC2)C N-[5-(3-hydroxy-2,6-dimethylphenyl)pyrido[4,3-f]quinoxalin-9-yl]cyclopropanecarboxamide